OC=1C=C(C(=O)O)C=C(C1O)[N+](=O)[O-] 3,4-dihydroxy-5-nitrobenzoic acid